S1C(=NC2=C1C=CC=C2)NC(=O)C=2C=CC=C1CCN(CC21)C=2SC(=C(N2)C(=O)OC)Br methyl 2-(8-(benzo[d]thiazol-2-ylcarbamoyl)-3,4-dihydroisoquinolin-2(1H)-yl)-5-bromothiazole-4-carboxylate